fluorenyl-cyanoindene C1(=CC=CC=2C3=CC=CC=C3CC12)C=1C(C2=CC=CC=C2C1)C#N